O[C@@H]1C[C@H](C1)C(=O)N1CC(C1)N1N=CC(=C1)C=1N=C(C=2N(C1)N=CC2)C=2C=NN(C2)C(CC)CC (trans-3-hydroxycyclobutyl)(3-(4-(4-(1-(pent-3-yl)-1H-pyrazol-4-yl)pyrazolo[1,5-a]pyrazin-6-yl)-1H-pyrazol-1-yl)azetidin-1-yl)methanone